FC1CN(CCC1NC1=CC=CC2=C1SC(=C2CC(F)(F)F)C#CCO)C 3-(7-(((Z)-3-fluoro-1-methylpiperidin-4-yl)amino)-3-(2,2,2-trifluoroethyl)benzo[b]thiophen-2-yl)prop-2-yn-1-ol